2-(3,5-dichloro-2-fluoro-4-(2-fluoro-3-(4-fluorophenylmethyl)-4-hydroxybenzyl)phenoxy)acetic acid ClC=1C(=C(OCC(=O)O)C=C(C1CC1=C(C(=C(C=C1)O)CC1=CC=C(C=C1)F)F)Cl)F